O1CCC=2C1=NC=C(C2)C=2C(=NC(=CN2)CCC(F)(F)F)N2CCC(CC2)C(=O)O 1-(3-(2,3-dihydrofuro[2,3-b]pyridin-5-yl)-6-(3,3,3-trifluoropropyl)pyrazin-2-yl)piperidine-4-carboxylic acid